6,6'-difluoro-1H,1'H-[2,2'-biindole] FC1=CC=C2C=C(NC2=C1)C=1NC2=CC(=CC=C2C1)F